disodium 4,4'-bis(2-sulphostyryl)biphenyl S(=O)(=O)(O)C1=C(C=CC2=CC=C(C=C2)C2=CC=C(C=C2)C=CC2=C(C=CC=C2)S(=O)(=O)O)C=CC=C1.[Na].[Na]